ClC1=C(C=CC=C1)C1=CN=C(O1)CSC=1C2=C(N=CN1)SC=C2 5-(2-chlorophenyl)-2-({thieno[2,3-d]pyrimidin-4-ylsulfanyl}methyl)-1,3-oxazole